(-)-2-(2-ethoxy-3-pyridinyl)-7-methyl-N-(1H-pyrazol-3-ylmethyl)-5-[1-methylpropyl]imidazo[1,5-b]pyridazin-4-amine C(C)OC1=NC=CC=C1C=1C=C(C=2N(N1)C(=NC2C(CC)C)C)NCC2=NNC=C2